methyl 4-(4-(3-((4-(methylthio)benzyl)carbamoyl)piperidin-1-yl)-2H-pyrazolo[3,4-d]pyrimidin-2-yl)benzoate CSC1=CC=C(CNC(=O)C2CN(CCC2)C=2C=3C(N=CN2)=NN(C3)C3=CC=C(C(=O)OC)C=C3)C=C1